CN1CC(NCC1)C 1,3-dimethylpiperazine